ethyl (S)-2-(tert-butoxy)-2-(7-(4-chlorophenyl)-5-methyl-2-(1-methyl-3-(1-(3-methyloxetan-3-yl)piperidin-4-yl)-1H-indazol-5-yl)benzo[d]thiazol-6-yl)acetate C(C)(C)(C)O[C@H](C(=O)OCC)C1=C(C2=C(N=C(S2)C=2C=C3C(=NN(C3=CC2)C)C2CCN(CC2)C2(COC2)C)C=C1C)C1=CC=C(C=C1)Cl